BrC1=NN(C=C1)COCC[Si](C)(C)C 2-[(3-bromopyrazol-1-yl)methoxy]Ethyl-trimethyl-silane